Tert-butyl (3S,4S)-3-hydroxy-4-(hydroxymethyl)pyrrolidine-1-carboxylate O[C@@H]1CN(C[C@H]1CO)C(=O)OC(C)(C)C